tert-butyl 4-[3-fluoro-5-[(1R,5S)-3-oxa-7,9-diazabicyclo[3.3.1]nonan-9-yl]phenoxy]piperidine-1-carboxylate FC=1C=C(OC2CCN(CC2)C(=O)OC(C)(C)C)C=C(C1)N1[C@H]2COC[C@@H]1CNC2